(R)-2-amino-5-(2-((6-amino-2-methoxy-9H-purin-9-yl)methyl)-3,5-dichlorophenoxy)pentanoic acid N[C@@H](C(=O)O)CCCOC1=C(C(=CC(=C1)Cl)Cl)CN1C2=NC(=NC(=C2N=C1)N)OC